2-(6-bromo-5-fluoropyridin-2-yl)hexanoic acid BrC1=C(C=CC(=N1)C(C(=O)O)CCCC)F